3-(5-bromo-2-cyclopropyl-2H-1,2,3-triazol-4-yl)-2-methoxyaniline BrC=1C(=NN(N1)C1CC1)C=1C(=C(N)C=CC1)OC